N-(5-bromo-[1,2,4]triazolo[1,5-a]pyridine-2-yl)cyclopropylcarboxamide BrC1=CC=CC=2N1N=C(N2)NC(=O)C2CC2